3-(5-(tert-butyl)-3-((7-chloro-1-methyl-6-(pyrazolo[1,5-a]pyrazin-3-yloxy)-1H-imidazo[4,5-b]pyridin-2-yl)amino)-1H-pyrazol-1-yl)propanenitrile C(C)(C)(C)C1=CC(=NN1CCC#N)NC=1N(C=2C(=NC=C(C2Cl)OC=2C=NN3C2C=NC=C3)N1)C